FC1=C(C(=CC=C1)F)C[C@@H](C(=O)O)NC(=O)OCC1C2=CC=CC=C2C=2C=CC=CC12 (2S)-3-(2,6-difluorophenyl)-2-(9H-fluoren-9-ylmethoxycarbonylamino)propionic acid